1-((1R,5R)-6-(7-(8-chloro-7-fluoronaphthalen-1-yl)-2-((tetrahydro-1H-pyrrolizin-7a(5H)-yl)methoxy)pyridino[2,3-d]pyrimidin-4-yl)-2,6-diazabicyclo[3.2.0]hept-2-yl)prop-2-en-1-one ClC=1C(=CC=C2C=CC=C(C12)C=1C=CC2=C(N=C(N=C2N2[C@@H]3CCN([C@@H]3C2)C(C=C)=O)OCC23CCCN3CCC2)N1)F